C(C1=CC=CC=C1)OC(=O)N1C[C@@H]([C@H](CC1)O)NC(CCl)=O |r| rac-(3s,4s)-3-(2-chloroacetamido)-4-hydroxypiperidine-1-carboxylic acid benzyl ester